1H-imidazo[4,5-C]quinoline-1-propylamine N1(C=NC=2C=NC=3C=CC=CC3C21)CCCN